2-amino-4-(4-bromophenyl)thiophene-3-carboxylic acid ethyl ester C(C)OC(=O)C1=C(SC=C1C1=CC=C(C=C1)Br)N